C1(CCC1)CNC=1C2=C(N=C(N1)NC1=CC=C(C=3CCOC31)C(=O)N3CCOCC3)NC=C2C(F)(F)F (7-((4-((cyclobutylmethyl)amino)-5-(trifluoromethyl)-7H-pyrrolo[2,3-d]pyrimidin-2-yl)amino)-2,3-dihydrobenzo-furan-4-yl)(morpholino)methanone